FC(C=1C=C(CNC2=C3N=CN(C3=NC=N2)[C@H]2[C@@H](O)[C@H](O)[C@H](O2)CO)C=CC1)(F)F 6-(3-(Trifluoromethyl)benzylamino)-9-β-D-arabinofuranosylpurin